C1(=CC=CC=C1)C1N(O1)S(=O)(=O)C1=CC=CC=C1 3-phenyl-2-(phenylsulfonyl)-1,2-oxaziridine